2-methyl-5-(1-(benzenesulfonyl)ethyl)thiophene Ethyl-(S)-4,5,6,7-tetrahydro-1H-benzo[d][1,2,3]triazole-5-carboxylate C(C)OC(=O)[C@@H]1CC2=C(NN=N2)CC1.CC=1SC(=CC1)C(C)S(=O)(=O)C1=CC=CC=C1